C(#N)C(C(=O)N)=C(C=1C=NOC1C)O 2-cyano-3-hydroxy-3-(5-methyl-isoxazol-4-yl)prop-2-enamide